COC1=C(C=CC(=C1)C1CCN(CC1)C)NC1=NC=C2C(=N1)N(C(N(C2)C2=C(N(C=C2C)C)C)=O)C2=NC=C(C=C2)OC 7-((2-methoxy-4-(1-methylpiperidin-4-yl)phenyl)amino)-1-(5-methoxypyridin-2-yl)-3-(1,2,4-trimethyl-1H-pyrrol-3-yl)-3,4-dihydropyrimido[4,5-d]pyrimidin-2(1H)-one